2-(Phenylethynyl)benzamide C1(=CC=CC=C1)C#CC1=C(C(=O)N)C=CC=C1